7-Bromo-3-({[(2-methylpyridin-4-yl)methyl][(3S)-1-(pyrimidin-5-yl)piperidin-3-yl]amino}methyl)-1-(propan-2-yl)-1,4-dihydroquinolin-4-one BrC1=CC=C2C(C(=CN(C2=C1)C(C)C)CN([C@@H]1CN(CCC1)C=1C=NC=NC1)CC1=CC(=NC=C1)C)=O